3-methyl-4-ethyl-4-(2-butyl-2,3-butadienyl)-1-phenylpyrazolin-5-one CC1NN(C(C1(CC(=C=C)CCCC)CC)=O)C1=CC=CC=C1